BrC1=NC(=CC(=C1O)OC(CO)CC)I 2-Bromo-4-((1-hydroxybutan-2-yl)oxy)-6-iodopyridin-3-ol